C(C1=CC=CC=C1)OC(NCCOCCOCCOCCOCCNC1=C(C=C(C(=C1)N)[N+](=O)[O-])Cl)=O (14-((5-amino-2-chloro-4-nitrophenyl)amino)-3,6,9,12-tetraoxatetradecyl)carbamic acid benzyl ester